3-propoxybenzylidene malonate C1(CC(=O)OC(C2=CC(=CC=C2)OCCC)O1)=O